benzyl (1-(2-(1-(4-(2,6-bis(benzyloxy)pyridin-3-yl)phenyl)piperidin-4-yl)ethyl)piperidin-4-yl)carbamate C(C1=CC=CC=C1)OC1=NC(=CC=C1C1=CC=C(C=C1)N1CCC(CC1)CCN1CCC(CC1)NC(OCC1=CC=CC=C1)=O)OCC1=CC=CC=C1